C1(=CC=CC=C1)P(CC)C(C1=C(C=C(C=C1C)C)C)=O Phenyl-(2,4,6-trimethylbenzoyl)Ethyl-phosphine